C1=CC(=CC(=C1)F)C2=CC=C(C=C2)CC3=CC=NC=C3 4-(4''-Fluoro-biphenyl-4-ylmethyl)pyridine